C(C)O/C=C/C1=NN(C(C(=C1)C)=O)[C@@H](C)CC(C)C (S,E)-2-(3-(2-ethoxyvinyl)-5-methyl-6-oxopyridazin-1(6H)-yl)-4-methylpentane